C(CCC)C1CC(C(CC1)C(=O)O)C(=O)O 4-n-butylcyclohexane-1,2-dicarboxylic acid